N-(4-((2-hydroxyethyl)sulfonylamino)-2-(6-azaspiro[2.5]oct-6-yl)phenyl)-2-(piperidin-1-yl)thiazole-4-carboxamide OCCS(=O)(=O)NC1=CC(=C(C=C1)NC(=O)C=1N=C(SC1)N1CCCCC1)N1CCC2(CC2)CC1